COC1=NN(C2=NC(=NC=C21)N2CC1(CN(C1)C1=CC(=NC=C1)C(F)(F)F)CC2)C2OCCCC2 3-methoxy-1-(tetrahydro-2H-pyran-2-yl)-6-(2-(2-(trifluoromethyl)pyridin-4-yl)-2,6-diazaspiro[3.4]octan-6-yl)-1H-pyrazolo[3,4-d]pyrimidine